(S)-2-amino-5-hydroxyvaleric acid N[C@H](C(=O)O)CCCO